Tert-butyl (3,3,3-trifluoro-2-((2-hydroxyethyl)(methyl)amino)propyl)carbamate FC(C(CNC(OC(C)(C)C)=O)N(C)CCO)(F)F